(dimethylphenyl)isobutylquinoline CC=1C(=C(C=CC1)C=1C(=NC2=CC=CC=C2C1)CC(C)C)C